COC1=CC=C(COC2=CC=C(C=N2)C2=NC(=C(C=C2C)N)C2=CC=CC=C2)C=C1 6'-((4-methoxybenzyl)oxy)-3-methyl-6-phenyl-[2,3'-bipyridin]-5-amine